2,4-dimethylpentanenitril ETHYL-BENZOATE (ethyl-benzoate) C(C)C1=C(C(=O)O)C=CC=C1.C(C)OC(C1=CC=CC=C1)=O.CC(C#N)CC(C)C